NC1=C(C=CC(=C1)N)C(CCCCCC(=O)O)C(=O)OC1=CC=C(C=C1)C=CC(=O)C1=CC=C(C=C1)F 7-(2,4-Diaminophenyl)-8-[4-[3-(4-fluorophenyl)-3-oxoprop-1-enyl]phenoxy]-8-oxooctanoic acid